(S)-4-ethyl-8-fluoro-4-hydroxy-11-((R)-1-(2-hydroxyethyl)pyrrolidin-3-yl)-1,12-dihydro-14H-pyrano[3',4':6,7]indolizino[2,1-b]quinoline-3,6,14(4H,11H)-trione C(C)[C@]1(C(OCC=2C(N3CC=4N(C5=CC=C(C=C5C(C4C3=CC21)=O)F)[C@H]2CN(CC2)CCO)=O)=O)O